BrC1=NN(C(=C1)C(=O)N(CCC)C1=C(C=C(C=C1C(=O)N(C)C)Cl)Br)C1=NC=CC=C1Cl 3-bromo-1-(3-chloropyridin-2-yl)-N-(2-bromo-4-chloro-6-(dimethylaminoformyl)phenyl)-N-propyl-1H-pyrazole-5-carboxamide